C(C)(C)(C)OC(=O)N1[C@H](C[C@H](C1)O)C(N(C1=CC=C(C=C1)C1(CC1)C(F)(F)F)C(C(=O)NC1CCC(CC1)(F)F)C=1C=NC=C(C1)F)=O (2R,4R)-tert-butyl-2-((2-((4,4-difluorocyclohexyl)amino)-1-(5-fluoropyridin-3-yl)-2-oxoethyl)(4-(1-(trifluoromethyl)cyclopropyl)phenyl)carbamoyl)-4-hydroxypyrrolidine-1-carboxylate